Thiophen-4-ylBoric acid S1C=CC(=C1)OB(O)O